Natrium (S)-3-(3-(1,6-Dimethyl-4-oxido-2-oxo-1,2-dihydropyridin-3-yl)ureido)-3-(2-fluorobiphenyl-3-yl)propanoat CN1C(C(=C(C=C1C)[O-])NC(N[C@@H](CC(=O)[O-])C=1C(=C(C=CC1)C1=CC=CC=C1)F)=O)=O.[Na+].[Na+]